FC=1C=C(C=CC1)C1=NOC(=N1)C(CS(=O)(=O)C)N 1-[3-(3-fluorophenyl)-1,2,4-oxadiazol-5-yl]-2-methylsulfonyl-ethylamine